Cl.N(=[N+]=[N-])C[C@@H]1CNCCC1 (S)-3-(azidomethyl)piperidine hydrochloride